4-(1-(2-Chloro-6-fluorophenyl)-1H-imidazol-4-yl)-N-(1-(methylsulfonyl)piperidin-4-yl)-5-(trifluoromethyl)pyrimidin-2-amine ClC1=C(C(=CC=C1)F)N1C=NC(=C1)C1=NC(=NC=C1C(F)(F)F)NC1CCN(CC1)S(=O)(=O)C